C1(=CC=C(C=C1)C1=CC=CC=2C3=CC=CC=C3N(C12)C1=C(C=CC=C1)Br)C1=CC=CC=C1 ([1,1'-biphenyl]-4-yl)-9-(2-bromophenyl)-9H-carbazole